2-nitro-4-(3-chloropropoxy)-5-methoxybenzonitrile [N+](=O)([O-])C1=C(C#N)C=C(C(=C1)OCCCCl)OC